ClC=1C=C(NC2(CCC3(C(CC4=CC=C(C=C34)OCCN(C)C)C3=CC(=CC=C3)OC3=CC=CC=C3)CC2)C(=O)O)C=CC1 (1r,4r)-4-(3-chloroanilino)-6'-[2-(dimethylamino)ethoxy]-2'-(3-phenoxyphenyl)-2',3'-dihydrospiro[cyclohexane-1,1'-indene]-4-carboxylic acid